2-(2,4-dichlorobenzyl)benzimidazole ClC1=C(CC=2NC3=C(N2)C=CC=C3)C=CC(=C1)Cl